(S)-3-(tert-butoxycarbonyl)amino-3-phenylpropionaldehyde C(C)(C)(C)OC(=O)N[C@@H](CC=O)C1=CC=CC=C1